[Na+].ClC1=CC(=C(C(=C1)C)CC(=O)NC1(CCC2(OCCO2)CC1)C(=O)[O-])C 8-[2-(4-chloro-2,6-dimethylphenyl)acetamido]-1,4-dioxaspiro[4.5]decane-8-carboxylic acid sodium salt